ClC=1C=C(C=CC1OCC1=NC=CC=C1)NC1=NC=NC2=CC(=C(C=C12)[N+](=O)[O-])C#CC1[C@@H]2CN(C[C@H]12)C N-(3-chloro-4-(pyridin-2-ylmethoxy)phenyl)-7-(((1R,5S,6r)-3-methyl-3-azabicyclo[3.1.0]hexan-6-yl)ethynyl)-6-nitroquinazolin-4-amine